acetonitrile bistrifluoroacetate FC(C(=O)O)(F)F.FC(C(=O)O)(F)F.C(C)#N